methyl 4-(4-chlorobenzyl)-5-oxooxazolidine-3-carboxylate ClC1=CC=C(CC2N(COC2=O)C(=O)OC)C=C1